(R/S)-(tert-butyl 2-(4-(4-((1-(hydroxymethyl) cyclobutyl) amino)-5-oxo-6,7-dihydrothieno[3,2-d]pyrimidin-2-yl) phenyl) propan-2-yl) carbamate C(N)(O[C@](C)(CC(C)(C)C)C1=CC=C(C=C1)C=1N=C(C2=C(N1)CCS2=O)NC2(CCC2)CO)=O |r|